NC=1C=CC(=C2CN(C(C12)=O)CC(C(=O)N)=C)C1=CC=2N(C=C1)N=CC2C2=CC=CC=C2 2-[(7-amino-1-oxo-4-{3-phenylpyrazolo[1,5-a]pyridin-5-yl}-2,3-dihydro-1H-isoindol-2-yl)methyl]prop-2-enamide